O[C@]12C[C@H](CC([C@@]2(CC2=CC=CC=C12)C)=O)C1=CC=C(C=C1)SC (3R,4aR,9aR)-4a-hydroxy-9a-methyl-3-(4-(methylthio)phenyl)-2,3,4,4a,9,9a-hexahydro-1H-fluoren-1-one